C[C@H]1O[C@@H](CN(C1)C=1C=CC2=C(NC(=N2)C=2C(NC3=CC=CC=C3C2N[C@H](C)C2=NC=CC=N2)=O)C1)C |o1:26| 3-(6-((2R,6R)-2,6-dimethylmorpholino)-1H-benzo[d]imidazol-2-yl)-4-(((R*)-1-(pyrimidin-2-yl)ethyl)amino)quinolin-2(1H)-one